C1(CCCCC1)C[C@@H]1C(N2[C@@H](N(O1)C(\C=C\C1=NC3=CC=CC=C3N=C1)=O)CN(C([C@@H]2CC(C)(C)C)=O)CC2CCNCC2)=O (3R,6S,9aS)-3-(cyclohexylmethyl)-6-neopentyl-8-(piperidin-4-ylmethyl)-1-((E)-3-(quinoxalin-2-yl)acryloyl)tetrahydropyrazino[2,1-c][1,2,4]oxadiazine-4,7(3H,6H)-dione